2-(4-aminophenyl)-2-methylpropionic acid tert-butyl ester C(C)(C)(C)OC(C(C)(C)C1=CC=C(C=C1)N)=O